oxygen (ethanol) C(C)O.[O]